C(C)(C)(C)OC(=O)N1[C@@H](CC[C@@H]1C=O)C1=CC=C(C=C1)F (2S,5R)-2-(4-fluorophenyl)-5-formylpyrrolidin-1-carboxylic acid t-butyl ester